5-((4-(2-(2-chlorophenoxy)ethyl)piperazin-1-yl)sulfonyl)indoline-2,3-dione ClC1=C(OCCN2CCN(CC2)S(=O)(=O)C=2C=C3C(C(NC3=CC2)=O)=O)C=CC=C1